FC=1C(=C(C=CC1F)[C@@H]1[C@@H](O[C@]([C@H]1C)(C(F)(F)F)C)C(=O)NC1=CC(=NC(=C1)C)C(=O)N)OC 4-[[(2R,3R,4S,5R)-3-(3,4-Difluoro-2-methoxy-phenyl)-4,5-dimethyl-5-(trifluoromethyl)tetrahydrofuran-2-carbonyl]amino]-6-methyl-pyridin-2-carboxamid